Benzyl-2-(2-benzyl-phenyl)-[1,2,4]thiadiazolidine-3,5-dione C(C1=CC=CC=C1)N1C(N(SC1=O)C1=C(C=CC=C1)CC1=CC=CC=C1)=O